NCCCNC(=O)C1=CC(=CC(=C1)CC(=O)NCCCN)C(=O)NCCCN.[C].[Mg].[Al].[C] carbon aluminum-magnesium carbon N1,N3-bis(3-aminopropyl)-5-[2-(3-aminopropylamino)-2-oxo-ethyl]benzene-1,3-dicarboxamide